(3aS,6aR,8R,9aR,9bS)-3,6,9-trimethylene-2-oxododecahydroazuleno[4,5-b]furan-8-yl-4,6-dichloronicotinate C=C1[C@H]2[C@H](OC1=O)[C@H]1C([C@@H](C[C@H]1C(CC2)=C)OC(C2=CN=C(C=C2Cl)Cl)=O)=C